tert-butyl 4-[5-[5-bromo-6-(2-cyano-3,6-difluoro-phenoxy)-4-oxo-quinazolin-3-yl]pyrimidin-2-yl]piperazine-1-carboxylate BrC1=C2C(N(C=NC2=CC=C1OC1=C(C(=CC=C1F)F)C#N)C=1C=NC(=NC1)N1CCN(CC1)C(=O)OC(C)(C)C)=O